ClC=1C=C2C=C(C=NC2=CC1)NC1=NC(=NC=C1)NC=1C=NC(=C(C1)OC)N1CCN(CC1)C1COC1 4-(6-chloro-3-quinolylamino)-2-{5-methoxy-6-[4-(3-oxetanyl)-1-piperazinyl]-3-pyridylamino}pyrimidine